ClC=1C=C(C=CC1F)NC1=NC=NC2=CC(=C(C=C12)NC(C=CCN(C)C)=O)O[C@@H]1COCC1 4-[(3-chloro-4-fluorophenyl)amino]-6-{[4-(N,N-dimethylamino)-1-oxo-2-buten-1-yl]amino}-7-((S)-tetrahydrofuran-3-yloxy)quinazoline